5-((3-Methylindolin-1-yl)sulfonyl)isoquinolin-1(2H)-one CC1CN(C2=CC=CC=C12)S(=O)(=O)C1=C2C=CNC(C2=CC=C1)=O